1-[3-(2-chloro-5-fluoro-pyrimidin-4-yl)phenyl]pyridin-2-one ClC1=NC=C(C(=N1)C=1C=C(C=CC1)N1C(C=CC=C1)=O)F